C(C)(C)(C)C=1C=C2C=CC3=CC=C(C4=CC=C(C1)C2=C43)NC4=CC=CC=C4 7-(tert-butyl)-N-phenylpyrene-1-amine